FS(C1=CC=C(C=C1)N1CCNCC1)(F)(F)(F)F 1-(4-(pentafluoro-λ6-sulfanyl)phenyl)piperazine